COC=1C=2C=CC=CC2C=2C(=C(C3=C(OCC=C3)C2C1)CO)C1=CC=CC=C1 6-methoxy-12-hydroxymethyl-11-phenyl-3H-phenanthro[1,2-b]pyran